FC1(CN(CC1)[C@H]1CC[C@H](CC1)N)F cis-4-(3,3-difluoropyrrolidin-1-yl)cyclohexanamine